(E)-2-methoxybenzaldehyde O-(1-methyl-3-(difluoromethyl)-1H-pyrazole-4-carbonyl) oxime CN1N=C(C(=C1)C(=O)O\N=C\C1=C(C=CC=C1)OC)C(F)F